O1N=CC=C1COC1=CC=C2C=C(NC2=C1)CNC(=O)C1(CC1)C N-((6-(isoxazol-5-ylmethoxy)-1H-indol-2-yl)methyl)-1-methylcyclopropanecarboxamide